CN(C1=CC=C(C=C1)C(\C=C\C1=CC(=C(C=C1)O)OC)=O)C (E)-1-[4-(Dimethylamino)phenyl]-3-(4-hydroxy-3-methoxyphenyl)prop-2-en-1-one